(S)-4-((1-((tert-butoxycarbonyl)amino)propan-2-yl)oxy)-4-oxobutanoic acid C(C)(C)(C)OC(=O)NC[C@H](C)OC(CCC(=O)O)=O